ClC=1C=C(OCCC=2C=C3C=CNC3=CC2)C=CC1Cl 5-(2-(3,4-dichlorophenoxy)ethyl)-1H-indol